5,7-Difluoro-1-(4-(7-(methylsulfonyl)-2,7-diazaspiro[3.5]nonan-2-yl)phenyl)-1H-indazol-6-ol FC=1C=C2C=NN(C2=C(C1O)F)C1=CC=C(C=C1)N1CC2(C1)CCN(CC2)S(=O)(=O)C